FC1=C(OC2CCN(CC2)C=2N=C3C(=NC2C=2C=NN(C2)C)C=NC(=C3)CC(C)(O)C)C=CC(=C1)F 1-(2-(4-(2,4-difluorophenoxy)piperidin-1-yl)-3-(1-methyl-1H-pyrazol-4-yl)pyrido[3,4-b]pyrazin-7-yl)-2-methylpropan-2-ol